C(C)(C)(C)S(=O)(=O)C=1C(=CC=2N(C1)C(=CN2)C=2C=C(C(=C(OCCO)C2)OC)F)OC 2-(5-(6-(tert-butylsulfonyl)-7-methoxyimidazo[1,2-a]pyridin-3-yl)-3-fluoro-2-methoxyphenoxy)ethan-1-ol